2-chloro-N-(1-cyanocyclopropyl)-5-[1-[5-(1,1,2,2,3,3,3-heptafluoropropoxy)-2-methyl-4-(trifluoromethyl)pyrazol-3-yl]pyrazol-4-yl]benzamide ClC1=C(C(=O)NC2(CC2)C#N)C=C(C=C1)C=1C=NN(C1)C=1N(N=C(C1C(F)(F)F)OC(C(C(F)(F)F)(F)F)(F)F)C